methylcyclohexyn CC1C#CCCC1